4-(3-(2-(dimethylamino)ethyl)-5-methoxy-1H-indol-1-yl)-4-oxobutyl nitrate [N+](=O)(OCCCC(=O)N1C=C(C2=CC(=CC=C12)OC)CCN(C)C)[O-]